ClC1=CC2=C(N=N1)N(C=C2B2OC(C(O2)(C)C)(C)C)COCC[Si](C)(C)C 3-chloro-5-(4,4,5,5-tetramethyl-1,3,2-dioxaborolan-2-yl)-7-{[2-(trimethylsilyl)ethoxy]methyl}pyrrolo[2,3-c]pyridazine